CCC[Sn] 3-propyltin